COC(C1=CC=C(C=C1)C1=C(N(C2=CC=CC(=C12)OCC1=CC=CC=C1)C1=CC=C(C=C1)F)C=1CNCC1)=O 4-[4-benzyloxy-2-(2,5-dihydro-1H-pyrrol-3-yl)-1-(4-fluorophenyl)indol-3-yl]benzoic acid methyl ester